C1(CC1)CN1CC(CCC1)C=O (1-(cyclopropylmethyl)piperidin-3-yl)methanone